BrCC1=C(C(=O)OC)C=C(C=C1C(F)(F)F)C(C(=O)OCC)(F)F methyl 2-(bromomethyl)-5-(2-ethoxy-1,1-difluoro-2-oxoethyl)-3-(trifluoromethyl)benzoate